3-(6-(3-Benzyl-4-methylpiperazin-1-yl)-1-methyl-1H-pyrazolo[3,4-d]pyrimidin-3-yl)-2,6-difluoro-5-(trifluoromethyl)phenol C(C1=CC=CC=C1)C1CN(CCN1C)C1=NC=C2C(=N1)N(N=C2C=2C(=C(C(=C(C2)C(F)(F)F)F)O)F)C